N1(CCCC1)CCOC(CN(C(C)CC)C)C 2-[2-(1-pyrrolidinyl)ethoxy]propyl-N-methyl-N-(sec-butyl)-amine